O=C1N[C@H]2[C@@H](N1)CS[C@H]2CCCCC(=O)NCCOCCNC(OC(C)(C)C)=O tert-butyl (2-(2-(5-((3aS,4S,6aR)-2-oxohexahydro-1H-thieno[3,4-d]imidazol-4-yl)pentanamido)ethoxy)ethyl)carbamate